(hydroxymethyl)-6-(2-methoxyethyl)-7,8-dihydro-1,6-naphthyridin-5(6H)-one OCC1=NC=2CCN(C(C2C=C1)=O)CCOC